C(C)OC(=O)C=1N2C(C(NC=3C=CC=C(C1)C23)=O)C2CCC2 11-cyclobutyl-10-oxo-1,9-diazatricyclo[6.3.1.04,12]dodeca-2,4,6,8(12)-tetraene-2-carboxylic acid ethyl ester